BrC1=CC(=C(NC2=NC(=NC=C2C(=O)N)NC2=C(C=C3CCN(CC3=C2)CCCC=C)OC)C(=C1)F)F 4-(4-bromo-2,6-difluoroanilino)-2-{[6-methoxy-2-(pent-4-en-1-yl)-1,2,3,4-tetrahydroisoquinolin-7-yl]amino}pyrimidine-5-carboxamide